COC1=CC(=NC(=C1)C(F)(F)F)N1C(C2(CC1)CCN(CC2)C(=O)OC(C)(C)C)=O tert-butyl 2-(4-methoxy-6-(trifluoromethyl)pyridin-2-yl)-1-oxo-2,8-diazaspiro[4.5]decane-8-carboxylate